4-[2,6-Dioxo-4-(trifluoromethyl)-3,6-dihydropyrimidin-1(2H)-yl]-5-iodo-2-(2-methylphenoxy)benzonitrile O=C1N(C(C=C(N1)C(F)(F)F)=O)C1=CC(=C(C#N)C=C1I)OC1=C(C=CC=C1)C